C(C)S(=O)(=O)C=1C(=NC=C(C1)C1=CC(=NN1C)C(F)(F)F)C1=NC=2N(C=C1)N=C(C2)C(F)(F)F 5-(3-(ethylsulfonyl)-5-(1-methyl-3-(trifluoromethyl)-1H-pyrazol-5-yl)pyridin-2-yl)-2-(trifluoromethyl)pyrazolo[1,5-a]pyrimidine